laurylstearate C(CCCCCCCCCCC)OC(CCCCCCCCCCCCCCCCC)=O